O/N=C/1\CCC2=CC=C(C=C12)OC (1E)-N-hydroxy-6-methoxy-1-indanimine